6-bromo-4-methoxy-1,3-benzothiazol-2-amine BrC1=CC2=C(N=C(S2)N)C(=C1)OC